5-[(1E)-N-hydroxyethanimidoyl]-6-methyl-N-[4-(methylsulfonyl)benzyl]-2-oxo-1-[3-(trifluoromethyl)phenyl]-1,2-dihydropyridine-3-carboxamide O/N=C(\C)/C=1C=C(C(N(C1C)C1=CC(=CC=C1)C(F)(F)F)=O)C(=O)NCC1=CC=C(C=C1)S(=O)(=O)C